N-(3-hydroxycyclobutyl)-3-(5''-(methylsulfonamido)dispiro[cyclopropane-1,1'-cyclohexane-4',3''-indoline]-1''-carbonyl)benzenesulfonamide OC1CC(C1)NS(=O)(=O)C1=CC(=CC=C1)C(=O)N1CC2(C3=CC(=CC=C13)NS(=O)(=O)C)CCC1(CC2)CC1